NC=1C=C(C(=O)NC2=C(C=C(C=C2)F)CC(=O)OC(C)(C)C)C=CC1N1CC(CCC1)OC tert-butyl 2-(2-(3-amino-4-(3-methoxypiperidin-1-yl)benzamido)-5-fluorophenyl)acetate